N1N=CC2=C(C=CC=C12)[C@H]1N(C[C@@H](CC1)C)C(C(=O)NC=1C=C(C=NC1)C(=O)N)=O 5-[[2-[(2S,5R)-2-(1H-indazol-4-yl)-5-methyl-1-piperidyl]-2-oxo-acetyl]amino]pyridine-3-carboxamide